(S)-N-[(6R)-1'-[5-[5-chloro-3-(2-methoxyethyl)-4-oxo-quinazolin-6-yl]sulfanylpyrazin-2-yl]spiro[4,6-dihydrocyclopenta[d]thiazole-5,4'-piperidin]-6-yl]-2-methyl-propane-2-sulfinamide ClC1=C2C(N(C=NC2=CC=C1SC=1N=CC(=NC1)N1CCC2(CC1)[C@H](C1=C(N=CS1)C2)N[S@@](=O)C(C)(C)C)CCOC)=O